rac-(2R,5R)-5-(4-bromophenyl)-2-methylmorpholin-3-one BrC1=CC=C(C=C1)[C@@H]1CO[C@@H](C(N1)=O)C |r|